(3-(4-bromophenoxy)azetidin-1-yl)(cyclopropyl)methanone BrC1=CC=C(OC2CN(C2)C(=O)C2CC2)C=C1